(2-bromoethoxy)(tert-butyl)diphenyl-silane tert-Butyl-4-(5-amino-4-ethoxycarbonyl-3-thienyl)piperidine-1-carboxylate C(C)(C)(C)OC(=O)N1CCC(CC1)C1=CSC(=C1C(=O)OCC)N.BrCCO[Si](C1=CC=CC=C1)(C1=CC=CC=C1)C(C)(C)C